C(C)N1N=NC2=C1C=C(C=C2)C2=CNC=1N=C(N=CC12)N[C@@H]1CC[C@@H](CC1)OC(F)(F)F 5-(1-ethyl-1H-benzo[d][1,2,3]triazol-6-yl)-N-(cis-4-(trifluoromethoxy)cyclohexyl)-7H-pyrrolo[2,3-d]pyrimidin-2-amine